ClC1=C(C=C(OCC(=O)NC23[C@H](CC(CC2)(CC3)NC(COC3=CC(=CC(=C3)C)C)=O)O)C=C1)F 2-(4-chloro-3-fluorophenoxy)-N-{(2S)-4-[2-(3,5-dimethylphenoxy)acetamido]-2-hydroxybicyclo[2.2.2]octan-1-yl}acetamide